ClC=1C(=NC(=NC1)C(=O)O)C1=CC(=C(C=C1)F)C 5-chloro-4-(4-fluoro-3-methylphenyl)pyrimidine-2-carboxylic acid